COC1=CC=2N(C=C1C1(CC1)C)C(=CN2)C2=CC=CC(=N2)N[C@H]2CNC[C@@H]2OC 6-(7-methoxy-6-(1-methylcyclopropyl)imidazo[1,2-a]pyridin-3-yl)-N-((3S,4S)-4-methoxypyrrolidin-3-yl)pyridin-2-amine